3-(4-methoxyphenyl)oxazolidin-2-one COC1=CC=C(C=C1)N1C(OCC1)=O